methyl (E)-3-(1-((4-fluorophenethyl)amino)-2,3-dihydro-1H-inden-5-yl)acrylate FC1=CC=C(CCNC2CCC3=CC(=CC=C23)/C=C/C(=O)OC)C=C1